NC1=NC=C(C2=C1C=NN2)NC(C(N2[C@H](CC[C@@H](C2)C)C2=CC(=CC=C2)F)=O)=O |r| N-(4-Amino-1H-pyrazolo[4,3-c]pyridin-7-yl)-2-oxo-2-[rac-(2R,5S)-2-(3-fluorophenyl)-5-methyl-1-piperidyl]acetamide